C(C)(C)N1C(=NN=C1)C1=CC=CC(=N1)NC(C1=CC(C(=O)NC=2C=NC=CC2)=CC=C1)=O N1-(6-(4-Isopropyl-4H-1,2,4-triazol-3-yl)pyridin-2-yl)-N3-(pyridin-3-yl)isophthalamide